NC(C(=O)OCC(C1=CC=CC=C1)NC(=O)C1=CN(C=C1)C1=NC(=NC=C1C)NC1=C(C=C(C=C1)F)Cl)CC(C)C 2-(1-(2-((2-chloro-4-fluorophenyl)-amino)-5-methyl-pyrimidin-4-yl)-1H-pyrrole-3-carboxamido)-2-phenylethyl 2-amino-4-methyl-pentanoate